FC=1C=C(C2=C(CNS(O2)(=O)=O)C1)C1=CC=C(C=C1)C(F)(F)F 6-fluoro-8-(4-trifluoromethylphenyl)-3,4-dihydrobenzo[e][1,2,3]oxathiazine 2,2-dioxide